(3-(dimethylamino)pyrrolidin-1-yl)methanone CN(C1CN(CC1)C=O)C